4-(4-chlorophenoxy)-3-(5,6-dihydro-4H-pyrrolo[1,2-b]pyrazol-2-yl)-N-methylbenzenesulfonamide ClC1=CC=C(OC2=C(C=C(C=C2)S(=O)(=O)NC)C=2C=C3N(N2)CCC3)C=C1